C(C=CCCCCCCCCCCCCCCCCCCCCCCCCCCC)(=O)OCC(O)CO glycerol triacontenoate